(2S)-3-phenyl-2-triisopropylsiloxy-propionic acid C1(=CC=CC=C1)C[C@@H](C(=O)O)O[Si](C(C)C)(C(C)C)C(C)C